(S)-N-(tetrahydrofuran-3-yl)carboxamide O1C[C@H](CC1)NC=O